(±)-(1R,2S,3R,4R,5S,6S)-7-(6-(4-fluorophenyl)hex-5-yn-1-yl)-2,3,4,5-tetrakis(methoxymethoxy)-7-azabicyclo[4.1.0]heptane FC1=CC=C(C=C1)C#CCCCCN1[C@@H]2[C@@H]([C@H]([C@@H]([C@H]([C@H]12)OCOC)OCOC)OCOC)OCOC |r|